COC=1C=C(C=C2CN(CC(C2=O)=CC2=CC(=CC(=C2)OC)OC)S(=O)(=O)C2=CC=C(C=C2)NC(C)=O)C=C(C1)OC 3,5-bis(3,5-dimethoxybenzylidene)-N-(4-acetamidobenzenesulfonyl)-4-piperidone